dodecyl trifluoroacrylate FC(=C(C(=O)OCCCCCCCCCCCC)F)F